N-(3-triethoxysilylpropyl)-5-hydroxydecanoamide C(C)O[Si](CCCNC(CCCC(CCCCC)O)=O)(OCC)OCC